C1(=CC=CC=C1)C#CC1=CC=C(C=C1)C#CC1=CC=CC=C1 1,4-bis(2-phenylethynyl)benzene